N1C=NC=2C1=CC1=NC3=CC=CC=C3N=C1C2 1H-imidazo[4,5-b]phenazine